2-({3-[(2S)-4-Acetyl-2-methylpiperazin-1-yl]-2-chloro-5-cyanophenyl}amino)-4-(methylamino)pyrazolo[1,5-a][1,3,5]triazine-8-carbonitrile C(C)(=O)N1C[C@@H](N(CC1)C=1C(=C(C=C(C1)C#N)NC1=NC=2N(C(=N1)NC)N=CC2C#N)Cl)C